N-phenoxycarbonyl-aminobenzoic acid O(C1=CC=CC=C1)C(=O)NC1=C(C(=O)O)C=CC=C1